O1CC(C1)COC=1C=C(C=CC1)C(CC(=O)O)CN1C[C@@H](CC1)CCC1=NC=2NCCCC2C=C1 3-(3-(Oxetan-3-ylmethoxy)phenyl)-4-((R)-3-(2-(5,6,7,8-tetrahydro-1,8-naphthyridin-2-yl)ethyl)pyrrolidin-1-yl)butanoic acid